FC1=C(C=C2CCC([C@H](C2=C1)NC(O[C@@H]1CN2CCC1CC2)=O)(C)C)C2=CC(=CC=C2)C(C)C (S)-quinuclidin-3-yl ((R)-7-fluoro-6-(3-isopropylphenyl)-2,2-dimethyl-1,2,3,4-tetrahydronaphthalen-1-yl)carbamate